CC1=NN(C(=C1)C)C=1C=CC(N(N1)CC1CN(C1)C=1C=CC=2N(N1)C(=NN2)C(F)(F)F)=O 6-(3,5-dimethylpyrazol-1-yl)-2-[[1-[3-(trifluoromethyl)-[1,2,4]triazolo[4,3-b]pyridazin-6-yl]azetidin-3-yl]methyl]pyridazin-3-one